CC1=CC(=NC(=N1)NC(=O)NC=1C=C2C=CC=NC2=CC1)NCCNS(=O)(=O)C N-(2-((6-methyl-2-(3-(quinolin-6-yl)ureido)pyrimidin-4-yl)amino)ethyl)methanesulfonamide